O=C1NC(CCC1N1C(C2=CC=CC(=C2C1)C#CCCC)=O)=O 5-[2-(2,6-dioxopiperidin-3-yl)-1-oxo-3H-isoindol-4-yl]pent-4-yn